FC1([C@@H]([C@H]1C(NC=1C(=NC(=CC1)C1=C(C(=NO1)C)CNC1=NC=CC(=N1)C1=NC=CN=C1)C)=O)C(=O)O)F (1S,3S)-2,2-difluoro-3-((2-methyl-6-(3-methyl-4-(((4-(pyrazin-2-yl)pyrimidin-2-yl)amino)methyl)isoxazol-5-yl)pyridin-3-yl)carbamoyl)-cyclopropane-1-carboxylic acid